2-(4-(2-methoxy-2-oxoethyl)piperidin-1-yl)-5-(trifluoromethyl)isonicotinic acid COC(CC1CCN(CC1)C=1C=C(C(=O)O)C(=CN1)C(F)(F)F)=O